C/C(/C(C(=O)OCC)C(=O)OCC)=C/C (Z)-diethyl 2-methyl-but-2-enedicarboxylate